ethyl 5-(2-((4-((S)-2-(4-chloro-2-fluorophenyl)-2-methylbenzo[d][1,3]dioxol-4-yl)piperidin-1-yl)methyl)-5-methyl-1-(((S)-oxetan-2-yl)methyl)-1H-imidazol-4-yl)oxazole-2-carboxylate ClC1=CC(=C(C=C1)[C@@]1(OC2=C(O1)C=CC=C2C2CCN(CC2)CC=2N(C(=C(N2)C2=CN=C(O2)C(=O)OCC)C)C[C@H]2OCC2)C)F